C(C1CO1)OC1=CC(=CC=C1)CC1=CC=CC=C1 3-benzyl-phenyl glycidyl ether